C(CCCCCCC\C=C/CCCCCCCC)(=O)[O-].[Na+].[K+].FC(C(=O)NC1=C(C=C(C=C1C)I)C)(F)F.C(CCCCCCC\C=C/CCCCCCCC)(=O)[O-] 2,2,2-trifluoro-N-(4-iodo-2,6-dimethylphenyl)acetamide potassium sodium oleate